CNCC(CO)O 1-methylamino-2,3-propanediol